C(C)OC(=O)N1CC2(CC(C2)N2CCC(CC2)C(C)N2N=CC=C2)CC1 2-{4-[1-(1H-pyrazol-1-yl)ethyl]piperidin-1-yl}-6-azaspiro[3.4]octane-6-carboxylic acid ethyl ester